COC(=O)C=1NC2=C(C(=CC(=C2C1)C=1N(C=CC1)C(=O)OC(C)(C)C)Cl)F.C(C1=CC=CC=C1)N1[C@@H]([C@@H](CC1)NC(C1=C(C=C(C(=C1)Cl)NC)OC)=O)C N-[(2R,3R)-1-benzyl-2-methylpyrrolidin-3-yl]-5-chloro-2-methoxy-4-(methylamino)benzamide Methyl-4-(1-tert-butoxycarbonylpyrrol-2-yl)-6-chloro-7-fluoro-1H-indole-2-carboxylate